C(C1=CC=CC=C1)OC1=C(C(=C(C(=O)OC2=C(C(=C(C=3CCCC23)C(=O)OC(C)(C)C)C)C)C(=C1)C)C)C tert-butyl 7-((4-(benzyloxy)-2,3,6-trimethylbenzoyl)oxy)-5,6-dimethyl-2,3-dihydro-1H-indene-4-carboxylate